Ethyl (4-bromo-3-cyano-7-fluorobenzo[b]thiophen-2-yl)carbamate BrC1=CC=C(C=2SC(=C(C21)C#N)NC(OCC)=O)F